{5H-pyrido[4,3-b]indol-7-yl}propanamide C1=NC=CC=2NC=3C=C(C=CC3C21)C(C(=O)N)C